FC1=C2C(=NC=3N(C2=CC=C1F)C(=NN3)C)N3C1=C(CCCC3)C(=CN=C1)C#CC(C#N)(C)C 4-(1-(6,7-difluoro-1-methyl-[1,2,4]triazolo[4,3-a]quinazolin-5-yl)-2,3,4,5-tetrahydro-1H-pyrido[3,4-b]azepin-6-yl)-2,2-dimethylbut-3-ynenitrile